(6S)-4-(8-chloro-2-(methylsulfinyl)pyrimido[5',4':4,5]thieno[2,3-d]pyridazin-4-yl)-6-methyl-1,4-oxazepan-6-ol ClC=1N=NC=C2C1SC1=C2C(=NC(=N1)S(=O)C)N1CCOC[C@](C1)(O)C